NC1=CC=C(C=C1)B(O)O monoaminobenzeneboronic acid